[Pd+2].ClC1=C([C-](C=C1)P(C(C)C)C(C)C)Cl.[C-]1(C=CC=C1)P(C(C)C)C(C)C.[Fe+2] Dichloro[1,1'-bis(diisopropylphosphino)ferrocene] palladium (II)